N[C@@H]1C(CN(C1)C1=CC=CC(=N1)C1=NC2=CC(=NC=C2C=C1)CNC(C1=CC(=C(C=C1)C)S(=O)(=O)C)=O)(F)F (S)-N-((2-(6-(4-amino-3,3-difluoropyrrolidin-1-yl)pyridin-2-yl)-1,6-naphthyridin-7-yl)methyl)-4-methyl-3-(methylsulfonyl)benzamide